Tert-Butyl 7-bromo-2,2-dimethyl-2,3-dihydrobenzo[f][1,4]oxazepine-4(5H)-carboxylate BrC=1C=CC2=C(CN(CC(O2)(C)C)C(=O)OC(C)(C)C)C1